C(C)(C)(C)C1=CC=C(OC2=CC=C3C=CC(=C4C5=CC=CC6=CC=CC(C2=C34)=C56)OC5=CC=C(C=C5)C(C)(C)C)C=C1 1,6-bis(p-tert-butylphenoxy)perylene